ClC=1C(=C2C=NNC2=C(C1F)NCCCO)C=1N=CC=2N(C1)C=C(N2)NC(=O)[C@H]2[C@H](C2)F (1S,2S)-N-(6-(5-chloro-6-fluoro-7-((3-hydroxypropyl)amino)-1H-indazol-4-yl)imidazo[1,2-a]pyrazin-2-yl)-2-fluorocyclopropane-1-carboxamide